5-((1-(2,3-difluorophenyl)ethyl)amino)-N-((R,E)-4-(methylsulfonyl)but-3-en-2-yl)pyrimidine-2-carboxamide FC1=C(C=CC=C1F)C(C)NC=1C=NC(=NC1)C(=O)N[C@H](C)\C=C\S(=O)(=O)C